C[C@@H]1O[C@H]1C1=CC=C(C=C1)C (2S,3S)-2-methyl-3-(p-tolyl)oxirane